6-[4-[[[2-(4-cyclopropyl-6-methoxy-pyrimidin-5-yl)-5-(hydroxymethyl)pyrimidin-4-yl]amino]methyl]phenyl]-2-[(4-methoxyphenyl)methyl]pyridazin-3-one C1(CC1)C1=NC=NC(=C1C1=NC=C(C(=N1)NCC1=CC=C(C=C1)C=1C=CC(N(N1)CC1=CC=C(C=C1)OC)=O)CO)OC